N1OC(CCO1)N1C(N(C2=C1C=CC=C2NCCOCCC(=O)N)C)=O 3-(2-((1-(2,6-dioxapiperidin-3-yl)-3-methyl-2-oxo-2,3-dihydro-1H-benzo[d]imidazol-4-yl)amino)ethoxy)propionamide